C(C=C)(=O)OCCC[Si](OCC)(OCC)OCC gamma-(acryloxy)propyltriethoxysilane